(2R,3R,4R,5S)-1-(2-([1,1'-biphenyl]-4-yl)ethyl)-3,4,5-tris(benzyloxy)-2-methyl-piperidine C1(=CC=C(C=C1)CCN1[C@@H]([C@H]([C@@H]([C@H](C1)OCC1=CC=CC=C1)OCC1=CC=CC=C1)OCC1=CC=CC=C1)C)C1=CC=CC=C1